FC1=CC(=CC=2N(C(=NC21)C)C(C)C)C2=CNC=1N=C(N=CC12)N[C@@H]1CC[C@@H](CC1)OC 5-(4-fluoro-1-isopropyl-2-methyl-1H-benzo[d]imidazol-6-yl)-N-(cis-4-methoxycyclohexyl)-7H-pyrrolo[2,3-d]pyrimidin-2-amine